methyl 5-amino-2-chloro-4-methylbenzoate NC=1C(=CC(=C(C(=O)OC)C1)Cl)C